C(C)(C)(C)C1=C(C(=O)[O-])C=C(C(=C1)O)C(C)(C)C 2,5-di-t-butyl-4-hydroxybenzoate